C(C)NS(=O)(=O)C1=C(C=CC(=C1)NC=1C=NNC1)C1=CN=C(S1)[C@@H]1CC[C@H](CC1)NC(OC(C)C)=O isopropyl trans-N-[4-[5-[2-(ethylsulfamoyl)-4-[(1H-pyrazol-4-yl)amino]phenyl]thiazol-2-yl]cyclohexyl]carbamate